C(N)(=O)C=1C=CC(=C2C=NN(C12)COCC[Si](C)(C)C)N1CCC(CC1)N(C(OC(C)(C)C)=O)CC tert-butyl N-[1-(7-carbamoyl-1-([2-(trimethylsilyl)-ethoxy]methyl)indazol-4-yl)piperidin-4-yl]-N-ethylcarbamate